N1NC(C=2C1=C1C(=NC2)NC=C1)=O 1,2-dihydropyrazolo[3,4-d]Pyrrolo[2,3-b]Pyridin-3(6H)-one